2-Hepten CC=CCCCC